1-(trans-4-aminocyclohexyl)-3-(2,2-difluoroethyl)-1-(5-(2-methoxypyrimidin-5-yl)pyridin-2-yl)urea N[C@@H]1CC[C@H](CC1)N(C(=O)NCC(F)F)C1=NC=C(C=C1)C=1C=NC(=NC1)OC